N-(2,5-dimethylphenyl)-8-methyl-2-(4-methylbenzyl)-4,5-dihydro-2H-furo[2,3-g]indazole-7-carboxamide CC1=C(C=C(C=C1)C)NC(=O)C1=C(C2=C(CCC3=CN(N=C23)CC2=CC=C(C=C2)C)O1)C